Bis(6-(decanoyloxy)hexyl) 2-oxopentanedioate O=C(C(=O)OCCCCCCOC(CCCCCCCCC)=O)CCC(=O)OCCCCCCOC(CCCCCCCCC)=O